2-((2-((5-chloro-2-(4-chloro-1H-1,2,3-triazol-1-yl)phenyl)amino)-2-oxoethyl)amino)-3-(p-tolyl)propanoic acid tert-butyl ester C(C)(C)(C)OC(C(CC1=CC=C(C=C1)C)NCC(=O)NC1=C(C=CC(=C1)Cl)N1N=NC(=C1)Cl)=O